C(C)(C)(C)OC(NCC(=C(F)F)CN1N=CN(C1=O)C1=CC(=NC=C1)Br)=O [2-[[4-(2-bromo-4-pyridinyl)-5-oxo-1,2,4-triazol-1-yl]methyl]-3,3-difluoro-allyl]carbamic acid tert-butyl ester